FC(C1=CC=C(C=C1)S(=O)(=O)CC#N)(F)F 2-(4-trifluoromethylphenyl-sulfonyl)acetonitrile